Amino 2,2,6,6-tetramethylpiperidinecitramate CC1(N(C(CCC1)(C)C)C(C(CC(=O)ON)(O)C(=O)N)C(=O)N)C